7-(2-ethoxyethyl)-guanine C(C)OCCN1C=NC=2N=C(NC(C12)=O)N